3-(difluoromethyl)-1-(piperidin-4-yl)-1H-pyrazole FC(C1=NN(C=C1)C1CCNCC1)F